BrC=1C(N2N(C(C1Br)=O)CC(C2)C(=O)NCCCC(=O)ON2C(CCC2=O)=O)=O (2,5-dioxopyrrolidin-1-yl) 4-[(6,7-dibromo-5,8-dioxo-2,3-dihydro-1H-pyrazolo[1,2-a]pyridazine-2-carbonyl)amino]butanoate